FC(OC1=NC(=CC=C1NC(N(C1CCC2(OCCO2)CC1)C1=C(C=CC=C1)C(C)C)=O)OC)F 3-(2-(difluoromethoxy)-6-methoxypyridin-3-yl)-1-(2-isopropylphenyl)-1-(1,4-dioxaspiro[4.5]decan-8-yl)urea